7-{2,8-dimethylimidazo[1,2-b]pyridazin-6-yl}-5-hydroxy-3-(pyrrolidin-3-yl)quinazolin-4-one CC=1N=C2N(N=C(C=C2C)C2=CC(=C3C(N(C=NC3=C2)C2CNCC2)=O)O)C1